Cl.NC1C(NC(CC1)=O)=O 3-Aminopiperidine-2,6-dione hydrochloride salt